(2R,4aR,14aS,14bS)-9-(benzyloxy)-1,3,4,5,6,14,14a,14b-octahydro-2H-2,4a-epoxypyrido[1',2':1,6][1,2,4]triazino[3,4-a]isoquinoline-8,10-dione C(C1=CC=CC=C1)OC=1C(C=CN2N[C@@H]3N(CC[C@]45CC[C@H](C[C@@H]34)O5)C(C21)=O)=O